C12CCC(CC1)N2C2=CC=C(C=C2)NC(C2=CC(=C(C(=C2)C=O)O)F)=O N-(4-((1s,4s)-7-azabicyclo[2.2.1]heptan-7-yl)phenyl)-3-fluoro-5-formyl-4-hydroxybenzoamide